(Z)-3-(9-(4-amino-2-fluoro-but-2-en-1-yl)-7-methyl-8-oxo-8,9-dihydro-7H-purin-6-yl)-N-cyclopropylbenzenesulfonamide hydrochloride Cl.NC\C=C(\CN1C2=NC=NC(=C2N(C1=O)C)C=1C=C(C=CC1)S(=O)(=O)NC1CC1)/F